2-[[6-methoxy-4-(1-methylethyl)-1,1-dioxo-3-oxo-1,2-benzisothiazol-2(3H)-yl]methoxy]-9-[2-(1-piperidinyl)ethoxy]-4H-pyrido[1,2-a]pyrimidin-4-one COC1=CC2=C(C(N(S2(=O)=O)COC=2N=C3N(C(C2)=O)C=CC=C3OCCN3CCCCC3)=O)C(=C1)C(C)C